1-(3-chloro-5'-fluoro-3'-(2-(hexahydropyrrolo[3,4-b]pyrrol-5(1H)-yl)pyridin-4-yl)-2'-hydroxy-[1,1'-biphenyl]-4-yl)-3-methyl-1H-imidazol-2(3H)-one 2,2,2-trifluoroacetate FC(C(=O)O)(F)F.ClC=1C=C(C=CC1N1C(N(C=C1)C)=O)C1=C(C(=CC(=C1)F)C1=CC(=NC=C1)N1CC2NCCC2C1)O